S(=O)(=O)(C1=CC=C(C=C1)N1C(C=CC1=O)=O)C1=CC=C(C=C1)N1C(C=CC1=O)=O 1'-(sulfonylbis(4,1-phenylene))bis(1H-pyrrole-2,5-dione)